1-fluoro-2-methoxynaphthalen FC1=C(C=CC2=CC=CC=C12)OC